C(OC(C(F)(F)F)CC)([O-])=O ethyl-(2,2,2-trifluoroethyl) carbonate